5-(5,6,7,8-tetrahydro-1,8-naphthyridin-2-yl)pentan-1-amine N1=C(C=CC=2CCCNC12)CCCCCN